((3R*,4S*)-6,7-difluoro-3-methylchroman-4-yl)methanesulfonamide FC=1C=C2[C@H]([C@H](COC2=CC1F)C)CS(=O)(=O)N |o1:4,5|